FC=1C=CC(=C(C1)[C@H](C(=O)NC=1SC=CN1)N1C(C2=CC(=CC=C2C1)C#CC1=CC=C(C=C1)CN1CCC(CC1)O)=O)O |r| (2RS)-2-(5-fluoro-2-hydroxy-phenyl)-2-[6-[2-[4-[(4-hydroxy-1-piperidinyl)methyl]phenyl]ethynyl]-1-oxo-isoindolin-2-yl]-N-thiazol-2-yl-acetamide